5-(3,4-dihydrobenzo[b][1,4]oxazepine-5(2H)-yl)-2-(N-methyl-2,2-diphenylacetamido)benzoic acid O1C2=C(N(CCC1)C=1C=CC(=C(C(=O)O)C1)N(C(C(C1=CC=CC=C1)C1=CC=CC=C1)=O)C)C=CC=C2